ClC1=CC=C(C(=N1)N1CC=2N(CC1)C=CN2)C2=CN=C(O2)CC2CCCC2 5-(6-chloro-2-(5,6-dihydroimidazo[1,2-a]pyrazin-7(8H)-yl)pyridin-3-yl)-2-(cyclopentylmethyl)oxazole